The molecule is a monocarboxylic acid anion that is the conjugate base of N-acetyl-L-cysteine, obtained by deprotonation of the carboxy group; major species at pH 7.3. It has a role as an antidote to paracetamol poisoning, an antiinfective agent, an antioxidant, an antiviral drug, a mucolytic, a vulnerary and a human metabolite. It is a conjugate base of a N-acetyl-L-cysteine. CC(=O)N[C@@H](CS)C(=O)[O-]